C1(CCC1)C=1SC(=CN1)C1=C(C(=O)OC)C=C(C=C1)[N+](=O)[O-] methyl 2-(2-cyclobutyl-1,3-thiazol-5-yl)-5-nitrobenzoate